C1(CC1)NC(C1=C(C=C(C=C1OC)C=1C=NN2C1C=CC(=C2)C2CCOCC2)OC(F)F)=O N-cyclopropyl-2-(difluoromethoxy)-6-methoxy-4-(6-tetrahydropyran-4-ylpyrazolo[1,5-a]pyridin-3-yl)benzamide